CONC(CNC(CC1=C(C(=C(C=C1)O)O)O)=O)=O N-Methoxy-2-(2-(2,3,4-trihydroxyphenyl)acetamido)-acetamide